CN1C(=NC(=C1)C(F)(F)F)C1=CC=C(CNC2=C3NC=NC3=NC(=N2)C2=CC(=CC=C2)OC(F)(F)F)C=C1 N-(4-(1-methyl-4-(trifluoromethyl)-1H-imidazol-2-yl)benzyl)-2-(3-(trifluoromethoxy)phenyl)-7H-purin-6-amine